FC=1C=NC=C(C1C1CCC(CC1)CC(=O)OCC)C ethyl 2-(4-(3-fluoro-5-methylpyridin-4-yl)cyclohexyl)acetate